benzyl 2,2-dimethyl-4-oxo-3,8,11,14,17-pentaoxa-5-azaicosan-20-oate CC(C)(OC(NCCOCCOCCOCCOCCC(=O)OCC1=CC=CC=C1)=O)C